6-(2,6-bis(2,4-dimethylphenyl)-1H-1,3,5-triazin-4-ylidene)-3-(6-methylheptoxy)cyclohexa-2,4-dien-1-one CC1=C(C=CC(=C1)C)C=1NC(=NC(N1)=C1C=CC(=CC1=O)OCCCCCC(C)C)C1=C(C=C(C=C1)C)C